tri(tolyl)phosphine C1(=C(C=CC=C1)P(C1=C(C=CC=C1)C)C1=C(C=CC=C1)C)C